N-[(6-Amino-2-pyridyl)sulfonyl]-6-(6-isopropoxy-3-pyridyl)-2-(3-phenoxypyrrolidin-1-yl)pyridin-3-carboxamid NC1=CC=CC(=N1)S(=O)(=O)NC(=O)C=1C(=NC(=CC1)C=1C=NC(=CC1)OC(C)C)N1CC(CC1)OC1=CC=CC=C1